ClC=1C=NC(=NC1)N[C@@H]1C[C@@H]2CN([C@H]1C2)C(=O)C2=C(C=CC(=C2)F)C2=NC=CC=N2 ((1S,4S,6R)-6-((5-Chloropyrimidin-2-yl)amino)-2-azabicyclo[2.2.1]hept-2-yl)(5-fluoro-2-(pyrimidin-2-yl)phenyl)methanone